3-methoxy-5-trifluoromethyl-benzoic acid COC=1C=C(C(=O)O)C=C(C1)C(F)(F)F